BrC=1C=C(C=C(C1)Br)NC(NC1=C(C(=O)NCCC)C=CC(=C1)OC)=O 2-[3-(3,5-dibromophenyl)ureido]-4-methoxy-N-propylbenzamide